2-fluoro-6-bromo-2'-bromoboroxybiphenyl FC1=C(C(=CC=C1)Br)C1=C(C=CC=C1)OBBr